O(S(=O)(=O)C(F)(F)F)C1=C(C=CC=C1)Br 2-Bromophenyl triflate